[5-[(2,6-dichlorophenyl)methoxy]-7-methyl-indan-1-yl]-3-methyl-azetidin-3-ol ClC1=C(C(=CC=C1)Cl)COC=1C=C2CCC(C2=C(C1)C)N1CC(C1)(O)C